3-O-D-glucopyranosyl-D-galactose C1([C@H](O)[C@@H](O)[C@H](O)[C@H](O1)CO)O[C@H]([C@H](C=O)O)[C@@H](O)[C@H](O)CO